rac-(6S)-6-tert-butyl-N-[rac-(1R)-3-(5-azoniaspiro[2.5]octan-5-yl)-1-[4-(6-oxo-1H-pyridin-3-yl)phenyl]propyl]-5,6,7,8-tetrahydrothieno[2,3-b]quinoline-2-carboxamide C(C)(C)(C)[C@@H]1CC=2C=C3C(=NC2CC1)SC(=C3)C(=O)N[C@H](CC[NH+]3CC1(CC1)CCC3)C3=CC=C(C=C3)C3=CNC(C=C3)=O |r|